ClC=1C=CC(=NC1)B(O)O (5-chloropyridin-2-yl)boronic acid